S1C(=CC=C1)C(=O)NC=1C=C2C=3CC(CCC3NC2=CC1)CNCCC 6-(2-thienoyl)amino-3-(propyl)aminomethyl-1,2,3,4-tetrahydro-9H-carbazole